5-fluoro-3-(2-(3-phenyl-4-oxothiazolidin-2-ylidene)hydrazono)indol-2-one FC=1C=C2C(C(NC2=CC1)=O)=NN=C1SCC(N1C1=CC=CC=C1)=O